NC1=NC=NN2C1=C(C=C2C=2C=C(C(=NC2)OC)C(=O)N[C@@H]2CN(C[C@@H]2F)C(=O)C2=CC=NC=C2)CN2CCC(CC2)(F)F 5-{4-amino-5-[(4,4-difluoropiperidin-1-yl)methyl]pyrrolo[2,1-f][1,2,4]triazin-7-yl}-N-[(3R,4S)-4-fluoro-1-(pyridine-4-carbonyl)pyrrolidin-3-yl]-2-methoxypyridine-3-carboxamide